COC1=C(NCC#CC=2C=C(C3=C(N(C=N3)CC(F)(F)F)C2)C(=O)NC2[C@H](CN(CC2)C(=O)OC(C)(C)C)C)C=CC(=C1)C(NC)=O tert-butyl (3S)-4-[[6-[3-[2-methoxy-4-(methylcarbamoyl)anilino]prop-1-ynyl]-1-(2,2,2-trifluoroethyl) benzimidazole-4-carbonyl]amino]-3-methyl-piperidine-1-carboxylate